1H-1,2,3-triazole-5-carboxylic acid 2,2,2-trifluoroacetate FC(C(=O)O)(F)F.N1N=NC=C1C(=O)O